2-[4-(2-Hydroxy-2-methyl-1-oxopropyl)phenoxy]acetic acid OC(C(=O)C1=CC=C(OCC(=O)O)C=C1)(C)C